ClC=1C(=C(C(=CC1)C(F)F)C1=CN=C2C(=N1)C(OC(C2)(C)C)=O)F 3-(3-Chloro-6-(difluoromethyl)-2-fluorophenyl)-7,7-dimethyl-7,8-dihydro-5H-pyrano[3,4-b]pyrazin-5-one